6-phenylnicotinic acid methyl ester COC(C1=CN=C(C=C1)C1=CC=CC=C1)=O